COC1=C(C=C(C=C1)Cl)C(=O)NCCC2=CC=C(C=C2)S(=O)(=O)N 5-chloro-2-methoxy-N-[2-(4-sulfamoylphenyl)ethyl]benzamide